C(C)(C)(C)C=1C=C(N(N1)C1=CC=C(C=C1)C)NC(=O)NC1=CC=C(C2=CC=CC=C12)OCCN1C[C@H](O[C@@H](C1)C)C 1-[5-tert-butyl-2-p-tolyl-2H-pyrazol-3-yl]-3-[4-(2-(trans-2,6-dimethylmorpholin-4-yl)ethoxy)naphthalen-1-yl]-urea